CC=1C(=NC=CC1C)N1C(C2=CC=CC=C2C1=O)=O (3,4-Dimethylpyridin-2-yl)isoindoline-1,3-dione